O[C@@]1(CC[C@@H]2[C@@H]([C@H]3CC[C@]4([C@H]([C@@H]3CC2)CC[C@@H]4C(C)=O)C)CC1)C 1-((1S,3aS,3bR,5aR,8R,10aS,10bR,12aS)-8-hydroxy-8,12a-dimethyloctadecahydrocyclohepta[a]cyclopenta[f]naphthalen-1-yl)ethan-1-one